O1COC2=C1C=CC=C2CNCC2=CC(=NC=C2)N2CCSCC2 N-(1,3-benzodioxol-4-ylmethyl)-1-(2-thiomorpholino-4-pyridyl)methanamine